6-chloro-2-[(1-cyclopropyl-3-methyl-1H-pyrazol-5-yl)amino]quinazolin ClC=1C=C2C=NC(=NC2=CC1)NC1=CC(=NN1C1CC1)C